tetrahydro-1,4-diazin N1CCNC=C1